3-((difluoromethyl)sulfonyl)-N-((2-(2-(6-hydroxy-2-azaspiro[3.3]heptan-2-yl)pyrimidin-4-yl)-1,6-naphthyridin-7-yl)methyl)benzamide FC(S(=O)(=O)C=1C=C(C(=O)NCC2=NC=C3C=CC(=NC3=C2)C2=NC(=NC=C2)N2CC3(C2)CC(C3)O)C=CC1)F